(2-hydroxy-2-hydroxyethyl)propanesulfonic acid OC(CC(CC)S(=O)(=O)O)O